C(C)(C)OC1=C(C#N)C=CC(=C1)OC1=NC=C(C=C1)N1C(NC2=C1C=CC=C2)=O 2-isopropoxy-4-[[5-(2-oxo-3H-benzimidazol-1-yl)-2-pyridyl]oxy]benzonitrile